C(C)(=O)C1=CC(=NC(=C1)C1=NN=C(N1CC1=CC=C(C=C1)OC)C=1N(N=C(C1OCC1=CC=CC=C1)C)CC)C(=O)NCC1=C(C=C(C=C1)OC)OC 4-acetyl-6-[5-(4-benzyloxy-2-ethyl-5-methyl-pyrazol-3-yl)-4-[(4-methoxyphenyl)methyl]-1,2,4-triazol-3-yl]-N-[(2,4-dimethoxyphenyl)methyl]pyridine-2-carboxamide